4-((2-aminophenyl)ethynyl)benzonitrile NC1=C(C=CC=C1)C#CC1=CC=C(C#N)C=C1